4-(3,4-dimethylbenzyl)-5-oxo-2-(tetrahydro-2H-pyran-2-yl)-4,5-dihydro-2H-pyrazolo[4,3-b]Pyridin-7-yl triflate O(S(=O)(=O)C(F)(F)F)C=1C=2C(N(C(C1)=O)CC1=CC(=C(C=C1)C)C)=CN(N2)C2OCCCC2